4-chloro-6-[3-(3-methylphenyl)-1H-pyrazol-1-yl]-2-[(oxolan-2-yl)methoxy]-pyrimidine ClC1=NC(=NC(=C1)N1N=C(C=C1)C1=CC(=CC=C1)C)OCC1OCCC1